NC1=C(C=C(C=N1)C=1N=C(N(C1)C12CC(C1)(C2)F)C=O)C(F)(F)F 4-(6-amino-5-(trifluoromethyl)pyridin-3-yl)-1-(3-fluorobicyclo[1.1.1]Pentane-1-yl)-1H-imidazole-2-carbaldehyde